C1=CC=C(C=C1)N=NC2=CC=C(C=C2)N The molecule is azobenzene substituted at one of the 4-positions by an amino group. It has a role as a dye and an allergen. It is a primary arylamine and a member of azobenzenes. It derives from an azobenzene.